5-(4-chlorophenyl)-1-phenyl-3-difluoromethyl-1H-pyrazole-4-carbonitrile ClC1=CC=C(C=C1)C1=C(C(=NN1C1=CC=CC=C1)C(F)F)C#N